1-(tetrahydro-2H-pyran-2-yl)-1H-pyrazolo[3,4-c]pyridine O1C(CCCC1)N1N=CC=2C1=CN=CC2